(3RS,5RS)-benzyl 5-(((tert-butyldiphenylsilyl)oxy)methyl)-3-hydroxy-3-methylpiperidine-1-carboxylate [Si](C1=CC=CC=C1)(C1=CC=CC=C1)(C(C)(C)C)OC[C@@H]1C[C@@](CN(C1)C(=O)OCC1=CC=CC=C1)(C)O |r|